C(C)OC(=O)C1=CC=2C=NC(=CC2O1)S(=O)(=O)Cl 6-Chlorosulfonyl-furo[3,2-c]pyridine-2-carboxylic acid ethyl ester